trimethyl((6-methylcyclohex-1-en-1-yl)oxy)silane C[Si](OC1=CCCCC1C)(C)C